SCCSCCC 3-((2-mercaptoethyl)thio)propane